C(CCCCCC(=O)OCC(CCCCCCCC)CCCCCC)(=O)OCC1=CC(=CC(=C1)COC(=O)OCC1CN(CCC1)CC)COC(CCC(OCCCC\C=C/CC)OCCCC\C=C/CC)=O 1-(3-(((4,4-bis(((Z)-oct-5-en-1-yl)oxy)butanoyl)oxy)methyl)-5-(((((1-ethylpiperidin-3-yl)methoxy)carbonyl)oxy)methyl)benzyl) 7-(2-hexyldecyl) heptanedioate